2-((2-(((tert-butoxycarbonyl)(2-(6-methoxy-3-nitropyridin-2-yl)ethyl)amino)methyl)-3-fluoro-4-(trifluoromethoxy)phenyl)amino)-5-fluoro-4-(trifluoro-methyl)benzoic acid C(C)(C)(C)OC(=O)N(CCC1=NC(=CC=C1[N+](=O)[O-])OC)CC1=C(C=CC(=C1F)OC(F)(F)F)NC1=C(C(=O)O)C=C(C(=C1)C(F)(F)F)F